FC=1C(=C(C=CC1F)[C@@H]1[C@@H](O[C@H](C1)C(F)(F)F)C(=O)NC1=CC(=NC=C1)C(=O)N)OC (2R,3R,5R)-4-[[3-(3,4-Difluoro-2-methoxy-phenyl)-5-(trifluoromethyl)tetrahydrofuran-2-carbonyl]amino]pyridin-2-carboxamid